C(CCC)NCCC[Si](OC)(OC)OC N-butyl-3-(trimethoxysilyl)propylamine